N1N=NN=C1C=1C=C(C(=O)O)C=CC1 3-(1H-tetrazol-5-yl)benzoic acid